3-[(1R)-1-[2-(2,1,3-Benzoxadiazol-5-yl)-3,6-dimethyl-4-oxo-chromen-8-yl]ethoxy]-6-chloro-pyridine-2-sulfonamide N=1ON=C2C1C=CC(=C2)C=2OC1=C(C=C(C=C1C(C2C)=O)C)[C@@H](C)OC=2C(=NC(=CC2)Cl)S(=O)(=O)N